C(C)(C)(C)OC(=O)N1[C@@H](CN(CC1)C1=NC=C(C=C1)C#N)C.F[C@H]1C[C@H](N2N=C(N=C21)C(=O)C2(CC2)C#N)C2=CC=CC=C2 1-[(5S,7S)-7-fluoro-5-phenyl-6,7-dihydro-5H-pyrrolo[1,2-b][1,2,4]triazole-2-carbonyl]cyclopropanecarbonitrile (R)-tert-butyl-4-(5-cyanopyridin-2-yl)-2-methylpiperazine-1-carboxylate